1-[2-[4-[3-[1-(5-Chloropyrimidin-2-yl)-4-piperidinyl]propoxy]-2-fluoro-phenyl]acetyl]piperidine-4-carboxylic acid ClC=1C=NC(=NC1)N1CCC(CC1)CCCOC1=CC(=C(C=C1)CC(=O)N1CCC(CC1)C(=O)O)F